N-[(3S)-9-fluoro-2-oxo-5-phenyl-1,3-dihydro-1,4-benzodiazepin-3-yl]-2-(2-fluorophenyl)pyrazolo[1,5-a]pyrimidine FC1=CC=CC=2C(=N[C@H](C(NC21)=O)N2C(C=C1N2C=CC=N1)C1=C(C=CC=C1)F)C1=CC=CC=C1